ClC=1C(=C(C(=C(C1)C(C)C1=NC=C2N1C=CN=C2Cl)OCC)N2CCOCC2)C 4-(3-chloro-5-(1-(8-chloroimidazo[1,5-a]pyrazin-3-yl)ethyl)-6-ethoxy-2-methylphenyl)morpholine